12-aminododeca-4,8-dienoic acid butyl ester C(CCC)OC(CCC=CCCC=CCCCN)=O